C(C)(C)(C)OC(=O)N[C@@H](CC(=O)O)CC1=C(C=C(C(=C1)F)F)F (R)-3-(t-butoxycarbonylamino)-4-(2,4,5-trifluorophenyl)butanoic acid